N-(1,1'-biphenyl-2-yl)-N-(3'',5',5''-tri-t-butyl-1,1':3',1''-Terphenyl-5-yl)-9,9-dimethyl-9H-fluorene-2-amine C1(=C(C=CC=C1)N(C1=CC=2C(C3=CC=CC=C3C2C=C1)(C)C)C=1C=CC=C(C1)C1=CC(=CC(=C1)C(C)(C)C)C1=CC(=CC(=C1)C(C)(C)C)C(C)(C)C)C1=CC=CC=C1